tert-butyl ((2s)-1-(3-(4-((5-bromo-3-fluoropyridin-2-yl)oxy)phenyl)-1,2,4-oxadiazol-5-yl)-3-hydroxybutan-2-yl)carbamate BrC=1C=C(C(=NC1)OC1=CC=C(C=C1)C1=NOC(=N1)C[C@@H](C(C)O)NC(OC(C)(C)C)=O)F